FC1=CC=C(C=C1)N(C(OC(C)(C)C)=O)C1=C(C=CC=C1)I Tert-butyl (4-fluorophenyl)(2-iodophenyl)carbamate